(+/-)-4-(3-(2-chloro-5-morpholinophenyl)-1,4-oxazepan-4-yl)-6-methylpyrimidin-2-amine ClC1=C(C=C(C=C1)N1CCOCC1)[C@@H]1COCCCN1C1=NC(=NC(=C1)C)N |r|